(1S,13'R)-6-CHLORO-13'-HYDROXY-10'-METHYL-11'-OXO-3,4-DIHYDRO-2H-SPIRO[NAPHTHALENE-1,20'-[18]OXA[1,10]DIAZATRICYCLO[12.7.2.017,22]TRICOSA[14,16,22]TRIENE]-13'-CARBOXYLIC ACID ClC=1C=C2CCC[C@]3(COC4=CC=C5[C@](CC(N(CCCCCCCCN(C3)C4=C5)C)=O)(C(=O)O)O)C2=CC1